(S)-6-(1-amino-1,3-dihydrospiro[indene-2,4'-piperidine]-1'-yl)-3-(1-(2-oxoindol-4-yl)cyclopropyl)-1,5-dihydro-4H-pyrazolo[3,4-d]pyrimidin-4-one N[C@@H]1C2=CC=CC=C2CC12CCN(CC2)C=2NC(C1=C(N2)NN=C1C1(CC1)C=1C2=CC(N=C2C=CC1)=O)=O